C1(=CC=CC=C1)C(CCCCCCCCCCO)O 1-phenylundecane-1,11-diol